C1(CC1)C1=CC=C(C2=CC=CC=C12)C1=CC=C(S1)SC(C(=O)OCC)(C)C Ethyl 2-(5-(4-cyclopropylnaphthalen-1-yl) thiophen-2-ylthio)-2-methylpropionate